rac-(3S)-3-(((benzyloxy)carbonyl)amino)-6-hydroxyazacyclooctane-1-carboxylic acid benzyl ester C(C1=CC=CC=C1)OC(=O)N1C[C@H](CCC(CC1)O)NC(=O)OCC1=CC=CC=C1 |r|